N-[[6-[2-(ethoxymethoxy)-6-methyl-4-nitro-phenyl]pyridazin-3-yl]methyl]tetrahydropyran-4-amine C(C)OCOC1=C(C(=CC(=C1)[N+](=O)[O-])C)C1=CC=C(N=N1)CNC1CCOCC1